(R)-N-(3-(1-((2-amino-5-chloropyridin-3-yl)oxy)ethyl)-phenyl)-3-isopropylbenzamide NC1=NC=C(C=C1O[C@H](C)C=1C=C(C=CC1)NC(C1=CC(=CC=C1)C(C)C)=O)Cl